3-(4-(((5-hydroxy-1,2,3,4-tetrahydronaphthalen-2-yl)(propyl)amino)methyl)piperidine-1-carbonyl)benzamide OC1=C2CCC(CC2=CC=C1)N(CCC)CC1CCN(CC1)C(=O)C=1C=C(C(=O)N)C=CC1